6-(2'-Oxo-1',4'-dihydro-2'H-spiro[cyclopropane-1,3'-quinolin]-6'-yl)-3,4-dihydropyridine-1(2H)-carboxylic acid tert-butyl ester C(C)(C)(C)OC(=O)N1CCCC=C1C=1C=C2CC3(C(NC2=CC1)=O)CC3